C(#N)C=1C2=C(SC1NC(OC(C)(C)C)=O)C(=CC=C2B2OC(CO2)(C)C)F tert-butyl (3-cyano-4-(5,5-dimethyl-1,3,2-dioxaborolane-2-yl)-7-fluorobenzo[b]thiophene-2-yl)carbamate